4-methoxy-N-(4-chloro-1-methyl-3-(trifluoromethyl)-1H-pyrazol-5-yl)benzamide magnesium 2-hydroxypropane-1,2,3-tricarboxylate OC(CC(=O)[O-])(CC(=O)[O-])C(=O)[O-].[Mg+2].COC1=CC=C(C(=O)NC2=C(C(=NN2C)C(F)(F)F)Cl)C=C1.OC(CC(=O)[O-])(CC(=O)[O-])C(=O)[O-].[Mg+2].[Mg+2]